C1(CC1)C1=CC(=NN1)NC1=NC(=NC2=CC=CC=C12)N1C2CN(C(C1)C2)C(=O)NC(C)C 5-(4-((5-cyclopropyl-1H-pyrazol-3-yl)amino)quinazolin-2-yl)-N-isopropyl-2,5-diazabicyclo[2.2.1]heptane-2-carboxamide